C(#N)C1=C(C=CC=C1)[C@H]([C@H](C)C=1N(C(C(=C(N1)C(=O)NC=1C=NOC1)O)=O)C)C1=NN=NN1C 2-((1s,2s)-1-(2-cyanophenyl)-1-(1-methyl-1H-tetrazol-5-yl)propan-2-yl)-5-hydroxy-N-(isoxazol-4-yl)-1-methyl-6-oxo-1,6-dihydropyrimidine-4-carboxamide